N1(CCC1)C(=O)C=1C=NC(=NC1)NCC1=CC(=CC(=C1)OC(F)(F)F)C1CC1 Azetidin-1-yl-(2-((3-cyclopropyl-5-(trifluoromethoxy)benzyl)amino)pyrimidin-5-yl)methanone